BrC=1C=CC=2N(C3=CC=C(C=C3C2C1)Br)CC(O)CNC1=CC=CC=C1 3,6-dibromo-α-[(phenylamino)methyl]-9H-carbazol-9-ethanol